N,N-dihydroxyethyl-3-ethoxypropionamide ON(C(C(COCC)CC)=O)O